3,5-dichloro-N-(4-(N-(3-fluorophenyl)sulfamoyl)phenyl)benzenesulfonamide ClC=1C=C(C=C(C1)Cl)S(=O)(=O)NC1=CC=C(C=C1)S(NC1=CC(=CC=C1)F)(=O)=O